C(CCCCCCC\C=C/CCCCCCCC)C(C(=O)[O-])(CC(=O)[O-])S(=O)(=O)O Oleylsulfosuccinat